3-azabicyclo[2.2.1]Heptane C12CNC(CC1)C2